CC1=CC=C2C(=CC(NC2=C1)=O)C(F)(F)F 7-methyl-4-(trifluoromethyl)-1,2-dihydroquinolin-2-one